(S)-1-(2-(pyridin-4-yl)-7,8,9,10-tetrahydro-6H-cyclohepta[b]quinolin-11-yl)pyrrolidin-3-amine hydrochloride Cl.N1=CC=C(C=C1)C=1C=C2C(=C3C(=NC2=CC1)CCCCC3)N3C[C@H](CC3)N